N(=C=O)CC1=CC(=C(C=C1)Cl)CN=C=O 1,3-bis(isocyanatomethyl)-4-chlorobenzen